NC1=NC=CC(=N1)C=1C=C(C=CC1OCC1=CC=CC=C1)NC1=C(C=C(C=C1)NC(=O)C=1C(N(C=CC1OCC)C1=CC=C(C=C1)F)=O)F N-(4-((3-(2-aminopyrimidin-4-yl)-4-(benzyloxy)phenyl)amino)-3-fluorophenyl)-4-ethoxy-1-(4-Fluorophenyl)-2-oxo-1,2-dihydropyridine-3-carboxamide